C(C(C)C)(=O)OC(C(=O)OC(C)C)(C)C Isopropyl α-isobutyryloxyisobutyrate